FC1(C(N(C2=C(O1)C=C(C(=C2)C2=C(C(=C(C(=C2F)F)F)F)F)F)[C@@H](C(=O)OC)CCC)=O)F methyl (R)-2-(2,2,7-trifluoro-3-oxo-6-(perfluorophenyl)-2,3-dihydro-4H-benzo[b][1,4]oxazin-4-yl)pentanoate